C(CCCCC)(=O)N[C@@H](CC1=CNC2=CC=CC=C12)C(=O)O N-caproyl-tryptophan